(1S,4R,5S)-4-(4-Chlorobenzyl)-2-(3-(pyridin-4-yl)-1-((2-(trimethylsilyl)ethoxy)-methyl)-1H-1,2,4-triazol-5-yl)-2-azabicyclo[3.1.0]hexan-3-one ClC1=CC=C(C[C@H]2C(N([C@H]3C[C@@H]23)C2=NC(=NN2COCC[Si](C)(C)C)C2=CC=NC=C2)=O)C=C1